[Cl-].ClC1=CC(=C(C=C1)[C@@]1(OC2=C(O1)C=CC=C2C2CC[NH2+]CC2)C)F (S)-4-(2-(4-chloro-2-fluorophenyl)-2-methylbenzo[d][1,3]dioxolan-4-yl)piperidin-1-ium chloride